1-ethyl-2-methyl-5-((trimethylsilyl)ethynyl)-1H-benzo[d]imidazole C(C)N1C(=NC2=C1C=CC(=C2)C#C[Si](C)(C)C)C